CN(CCCCCCCC)C dimethyloctylamine